CC=1C=C2C=NN(C2=CC1OC1CCCC=2C(=C(C=NC12)C#N)C(F)(F)F)C=1C=NN(C1)C 8-((5-Methyl-1-(1-methyl-1H-pyrazol-4-yl)-1H-indazol-6-yl)oxy)-4-(trifluoromethyl)-5,6,7,8-tetrahydroquinoline-3-carbonitrile